COC1=CC=C(C=C1)C(OC[C@@]1([C@H]([C@H]([C@@H](O1)N1C(NC(C=C1)=O)=O)O)O)F)(C1=CC=CC=C1)C1=CC=C(C=C1)OC 1-[(2R,3R,4S,5S)-5-[[bis(4-methoxyphenyl)-phenyl-methoxy]methyl]-5-fluoro-3,4-dihydroxy-tetrahydrofuran-2-yl]pyrimidine-2,4-dione